C1(=CCC1)C=1C(=NON1)C(=O)O 4-(cyclobut-1-enyl)-1,2,5-oxadiazole-3-carboxylic acid